ClC=1C(=CC=2OC=3C4=C(C=CC3C3(OC(C5=CC=CC=C35)=O)C2C1)C=CC=C4)NC4=CC(=CC=C4)OC 9-Chloro-10-[(3-methoxyphenyl)amino]spiro[7H-benzo[c]xanthene-7,1'(3'H)-isobenzofuran]-3'-one